ethyl 4-((S)-1-(6-(2-fluoro-4-(methylsulfonyl)phenyl)imidazo[2,1-b][1,3,4]thiadiazol-2-yloxy)ethyl)piperidin-1-carboxylat FC1=C(C=CC(=C1)S(=O)(=O)C)C=1N=C2SC(=NN2C1)O[C@@H](C)C1CCN(CC1)C(=O)OCC